FC1=CC=CC(=N1)C(=O)N(C)C 6-fluoro-N,N-dimethylpicolinamide